3-methyl-5-(N-(4-(4-benzylpiperazin-1-yl)phenyl)-N-phenethylsulfamoyl)benzofuran-2-carboxylic acid ethyl ester C(C)OC(=O)C=1OC2=C(C1C)C=C(C=C2)S(N(CCC2=CC=CC=C2)C2=CC=C(C=C2)N2CCN(CC2)CC2=CC=CC=C2)(=O)=O